CC(CC)NC(C(C)OC1=C(C=C(C=C1)Cl)C=O)=O N-(BUTAN-2-YL)-2-(4-CHLORO-2-FORMYLPHENOXY)PROPANAMIDE